N1=CSC=2N=C(N=CC21)O [1,3]thiazolo[5,4-d]pyrimidin-5-ol